3-ethyl-7-((1r,4r)-4-(2-fluoro-6-methylphenyl)cyclohexyl)-5-((3-(trifluoromethoxy)pyridin-2-yl)methyl)pyrido[2,3-b]pyrazin-6(5H)-one C(C)C1=CN=C2C(=N1)N(C(C(=C2)C2CCC(CC2)C2=C(C=CC=C2C)F)=O)CC2=NC=CC=C2OC(F)(F)F